N-(5-((2,6-difluoro-3,5-dimethoxybenzyl)oxy)pyrimidin-2-yl)-7-(dimethoxymethyl)-5-methyl-3,4-dihydro-1,8-naphthyridine-1(2H)-carboxamide FC1=C(COC=2C=NC(=NC2)NC(=O)N2CCCC3=C(C=C(N=C23)C(OC)OC)C)C(=C(C=C1OC)OC)F